(3S)-1-{4-[(3S)-2,3-dihydro[1,4]dioxino[2,3-b]pyridin-3-yl]benzyl}pyrrolidin-3-ol O1C[C@@H](OC2=NC=CC=C21)C2=CC=C(CN1C[C@H](CC1)O)C=C2